S1C2=C(C=C1)C=C(C=C2)C=2C=C1CCN(CC1=CC2)C2=CNC1=CC(=C(C=C21)Cl)F 6-(benzo[b]thiophen-5-yl)-N-(5-chloro-6-fluoro-1H-indol-3-yl)-3,4-dihydroisoquinoline